13-(Chlorodimethylsilylmethyl)heptacosan Cl[Si](C)(C)CC(CCCCCCCCCCCC)CCCCCCCCCCCCCC